ClC1=CC(NC2=C(C(=CC=C12)Cl)Cl)=O 4,7,8-trichloroquinolin-2(1H)-one